FC1=C(OC2=C(C=C(C=C2)S(=O)(=O)C)C=2C3=C(C(N(C2)C)=O)NC(=C3)COC3=CC=CC=C3)C=CC(=C1)F 4-[2-(2,4-difluorophenoxy)-5-(methylsulfonyl)phenyl]-6-methyl-2-(phenoxymethyl)-1,6-dihydro-7H-pyrrolo[2,3-c]pyridin-7-one